ClC=1C=NC=C(C1[C@@H](C)OC=1C=C2C(=NN(C2=CC1)C1OCCCC1)C=1C=NC(=NC1)N1CCN(CCC1)C(=O)N)Cl 4-(5-(5-((R)-1-(3,5-Dichloropyridin-4-yl)ethoxy)-1-(tetrahydro-2H-pyran-2-yl)-1H-indazol-3-yl)pyrimidin-2-yl)-1,4-diazepane-1-carboxamide